tetrahydrofuran-3-carboxylic acid chloride O1CC(CC1)C(=O)Cl